2-([1,1-biphenyl]-4-yl)oxirane 2-(((2-(4-((4-methylpentan-2-yl)(phenyl)amino)phenoxy)ethoxy)carbonyl)amino)ethyl-methacrylate CC(CC(C)N(C1=CC=C(OCCOC(=O)NCCOC(C(=C)C)=O)C=C1)C1=CC=CC=C1)C.C1(=CC=C(C=C1)C1OC1)C1=CC=CC=C1